2-(2,4-dichlorobenzylidene)-4,4-difluoro-4-phenylbutyric acid ClC1=C(C=C(C(=O)O)CC(C2=CC=CC=C2)(F)F)C=CC(=C1)Cl